4-((4-(1-ethyl-3-(pyridin-3-yl)-1H-pyrazol-4-yl)pyrimidin-2-yl)amino)-N-methyl-N-(1-methylpiperidin-4-yl)benzamide C(C)N1N=C(C(=C1)C1=NC(=NC=C1)NC1=CC=C(C(=O)N(C2CCN(CC2)C)C)C=C1)C=1C=NC=CC1